FC(C(=O)O)(F)F.C1NCC2C1=CC(C2)C(=O)N2C=CCC2C2=C(C=CC(=C2)F)F (5-(2,5-difluorophenyl)-4,5-dihydro-1H-pyrrol-1-yl) (hexahydrocyclopenta[c]pyrrol-5-yl) ketone trifluoroacetate